(9-ethyl-2-(3-methoxy-4-phenyl-1H-pyrazol-1-yl)-6-morpholino-9H-purin-8-yl)dimethyl-phosphine oxide C(C)N1C2=NC(=NC(=C2N=C1P(C)(C)=O)N1CCOCC1)N1N=C(C(=C1)C1=CC=CC=C1)OC